3-(8-{2-[ethyl(isopropyl)carbamoyl]-4-fluorophenyl}imidazo[1,5-a]pyridin-6-yl)-2,5-dihydro-1H-pyrrole-1-carboxylic acid tert-butyl ester C(C)(C)(C)OC(=O)N1CC(=CC1)C=1C=C(C=2N(C1)C=NC2)C2=C(C=C(C=C2)F)C(N(C(C)C)CC)=O